5-((5-(5-fluoropyridin-2-yl)oxazol-2-yl)amino)picolinonitrile FC=1C=CC(=NC1)C1=CN=C(O1)NC=1C=CC(=NC1)C#N